C1(CC1)CCC1=NN=C(S1)N 5-(2-cyclopropylethyl)-1,3,4-thiadiazol-2-amine